(4-acetylphenyl) sulfide C(C)(=O)C1=CC=C(C=C1)SC1=CC=C(C=C1)C(C)=O